COC(OC)=O.C(OC)(OC)=O Dimethyl carbonate dimethyl-carbonate